1,3-benzothiazol-4-ol S1C=NC=2C1=CC=CC2O